[2-(2-{5'-fluoro-1'-methyl-3-[4-(methylcarbamoyl)piperidin-1-yl]-[4,6'-biindazol]-1-yl}acetamido)acetamido]acetic acid FC=1C=C2C=NN(C2=CC1C=1C=2C(=NN(C2C=CC1)CC(=O)NCC(=O)NCC(=O)O)N1CCC(CC1)C(NC)=O)C